C(C1=CC=CC=C1)OC(=O)C=1C=C2C(=CN=CCO2)CN1 Pyrido[3,4-f][1,4]Oxazepine-8(6H)-carboxylic acid benzyl ester